C(=O)C=1C=NN(C1C#C[Si](C)(C)C)C1CCN(CC1)C(=O)OC(C)(C)C tert-butyl 4-[4-formyl-5-(2-trimethylsilylethynyl)pyrazol-1-yl]piperidine-1-carboxylate